N1,N6-Diisopropyl-N1,N1,N6,N6-tetramethyl-hexan-1,6-diaminium C(C)(C)[N+](CCCCCC[N+](C)(C)C(C)C)(C)C